3,9-bis(1,1-dimethyl-2-(β-(3-tert-butyl-4-hydroxy-5-methylphenyl)propionyloxy)ethyl)-2,4,8,10-tetraoxaspiro[5.5]undecane CC(COC(CCC1=CC(=C(C(=C1)C)O)C(C)(C)C)=O)(C)C1OCC2(CO1)COC(OC2)C(COC(CCC2=CC(=C(C(=C2)C)O)C(C)(C)C)=O)(C)C